N-(4-(((2-(1-methylpiperidin-4-yl)ethyl)carbamoyl)oxy)phenyl)-N-oxohydroxylammonium CN1CCC(CC1)CCNC(=O)OC1=CC=C(C=C1)[N+](=O)O